7-phenylnaphtho[1,2-b]benzothiophene C1(=CC=CC=C1)C1=CC=CC2=C1C1=C(S2)C=2C=CC=CC2C=C1